5-[(tert-Butoxycarbonyl)amino]-4,4-difluoropentanoic acid tert-butyl ester C(C)(C)(C)OC(CCC(CNC(=O)OC(C)(C)C)(F)F)=O